2-[(1,2-dihydro-2-oxo-3H-indol-3-ylidene)methyl]-4-methyl-1H-pyrrole-3-propionic acid O=C1NC2=CC=CC=C2C1=CC=1NC=C(C1CCC(=O)O)C